(3,6-difluoro-2-(2H-1,2,3-triazol-2-yl)phenyl)((3aR,6aS)-5-(4-(2-fluoropropan-2-yl)-6-methylpyrimidin-2-yl)hexahydropyrrolo[3,4-c]pyrrol-2(1H)-yl)methanone FC=1C(=C(C(=CC1)F)C(=O)N1C[C@@H]2CN(C[C@@H]2C1)C1=NC(=CC(=N1)C(C)(C)F)C)N1N=CC=N1